C(C1=CC=CC=C1)OC=1C=2C3=C(N(C2C=C(C1)F)C1=CC(=C(C=C1)F)F)C(COC31CC(N(CC1)CC(=O)O)=O)(C)C 2-(9'-(benzyloxy)-5'-(3,4-difluorophenyl)-7'-fluoro-4',4'-dimethyl-2-oxo-4',5'-dihydro-3'H-spiro[piperidine-4,1'-pyrano[4,3-b]indol]-1-yl)acetic acid